1-Methyl-para-isopropenyl-1-cyclohexene CC1=CCC(CC1)C(=C)C